(1r,4r)-1-methyl-4-((5-(quinolin-6-yl)-4-(trifluoromethoxy)pyrrolo[2,1-f][1,2,4]triazin-2-yl)amino)cyclohexan-1-ol CC1(CCC(CC1)NC1=NN2C(C(=N1)OC(F)(F)F)=C(C=C2)C=2C=C1C=CC=NC1=CC2)O